F[C@H]1[C@@]2(CC[C@H](C[C@H]1C(=C)C=1N=CC(=NC1)C1=C(C=C(C=C1)N1C=NC=C1)O)N2)C 2-(5-(1-((1S,2R,3S,5R)-2-fluoro-1-methyl-8-azabicyclo[3.2.1]octan-3-yl)vinyl)pyrazin-2-yl)-5-(1H-imidazol-1-yl)phenol